(2S,4R)-4-isopropoxy-1-((4-phenoxybenzoyl)glycyl)pyrrolidine-2-carboxylic acid benzyl ester C(C1=CC=CC=C1)OC(=O)[C@H]1N(C[C@@H](C1)OC(C)C)C(CNC(C1=CC=C(C=C1)OC1=CC=CC=C1)=O)=O